(R)-2-((1H-pyrrolo[2,3-b]pyridin-5-yl)oxy)-4-(4-((4-(((tert-butoxycarbonyl)amino)methyl)-4'-chloro-4-methyl-3,4,5,6-tetrahydro-[1,1'-biphenyl]-2-yl)methyl)piperazin-1-yl)benzoic acid N1C=CC=2C1=NC=C(C2)OC2=C(C(=O)O)C=CC(=C2)N2CCN(CC2)CC2=C(CC[C@@](C2)(C)CNC(=O)OC(C)(C)C)C2=CC=C(C=C2)Cl